N-{4-[2-(2-chloro-4-fluorophenyl)acetylamino]pyridin-2-yl}-N-(3-cyano-5-fluorophenyl)acetamide ClC1=C(C=CC(=C1)F)CC(=O)NC1=CC(=NC=C1)N(C(C)=O)C1=CC(=CC(=C1)F)C#N